FC(C(=O)O)(F)F.C(C)(C)C1=CN=C(N1)C1=NC=CC(=C1)C=1C=NC=C(C1)OC 2'-(5-Isopropyl-1H-imidazol-2-yl)-5-methoxy-3,4'-bipyridine trifluoroacetate salt